lithium (S)-2-hydroxypropionate O[C@H](C(=O)[O-])C.[Li+]